2-(tetrahydroxypyranyloxy)pentafluoropropene OC1=C(C(=C(C(O1)OC(=C(F)F)C(F)(F)F)O)O)O